6-chloro-4-{4-[(5-cyano-2-fluorophenyl)methyl]piperazin-1-yl}-1-methyl-2-oxo-1,2-dihydro-1,5-naphthyridine-3-carbonitrile ClC=1N=C2C(=C(C(N(C2=CC1)C)=O)C#N)N1CCN(CC1)CC1=C(C=CC(=C1)C#N)F